C(C)(C)C1=NC(=C(C(=C1/C=C/C(CC(CC(=O)[O-])O)O)C1=CC=C(C=C1)F)COC(C)C)C(C)C (E)-7-[2,6-diisopropyl-4-(4-fluorophenyl)-5-isopropoxymethyl-pyrid-3-yl]-3,5-dihydroxy-hept-6-enoate